BrC1=C(C2=C(N(N=N2)C)C=C1)I 5-bromo-4-iodo-1-methyl-1H-benzo[d][1,2,3]triazole